N1=C(N=CC=C1)[C@H](C)O (S)-1-(pyrimidin-2-yl)ethan-1-ol